O=C1NC(CCC1N1C(C2=CC(=CC(=C2C1)OCC(=O)O)OS(=O)(=O)C)=O)=O 2-[2-(2,6-dioxo-3-piperidyl)-6-methylsulfonyloxy-1-oxo-isoindolin-4-yl]oxyacetic acid